4-(1-((1r,3r)-3-(Methylamino)cyclobutyl)-1H-pyrazol-4-yl)-N-(1-(pyridin-2-ylsulfonyl)piperidin-4-yl)-5-(trifluoromethyl)pyrimidin-2-amine CNC1CC(C1)N1N=CC(=C1)C1=NC(=NC=C1C(F)(F)F)NC1CCN(CC1)S(=O)(=O)C1=NC=CC=C1